2-fluoro-4-{6-[(1-{[4-(propan-2-yl)phenyl]carbamoyl}-D-prolyl)amino]pyridin-3-yl}benzoic acid FC1=C(C(=O)O)C=CC(=C1)C=1C=NC(=CC1)NC([C@@H]1N(CCC1)C(NC1=CC=C(C=C1)C(C)C)=O)=O